(-)-2-((5-(2-(6-((3-(Dimethylamino)-3-oxopropyl)(methyl)amino)-2-methylhex-3-yl)-2,6-diazaspiro[3.4]oct-6-yl)-1,2,4-triazin-6-yl)oxy)-5-fluoro-N,N-diisopropylbenzamide CN(C(CCN(CCCC(C(C)C)N1CC2(C1)CN(CC2)C=2N=CN=NC2OC2=C(C(=O)N(C(C)C)C(C)C)C=C(C=C2)F)C)=O)C